oxalic acid-1,2-13C2 [13C]([13C](=O)O)(=O)O